C(C1=CC=CC=C1)OC1=NC(=CC=C1C1=C(C(=C(C=C1F)N1CC(C1)OCC1=CC=CC=C1)OC)F)OCC1=CC=CC=C1 2,6-bis(benzyloxy)-3-(4-(3-(benzyloxy)azetidin-1-yl)-2,6-difluoro-3-methoxyphenyl)pyridine